2,4-dichloro-1-aminonaphthalene ClC1=C(C2=CC=CC=C2C(=C1)Cl)N